4-chloro-6-(cyclopentylmethyl-amino)-pyrimidine-5-carbonitrile ClC1=NC=NC(=C1C#N)NCC1CCCC1